N1=CC=CC=2NC(C=CC12)=O [1,5]naphthyridin-6-one